[Na+].[Na+].P(=O)([O-])([O-])OC1=CC=C(C=C1)[N+](=O)[O-] p-nitrophenol phosphate disodium salt